C(=C)C1=CC=C(C=C1)P(C1=CC=C(C=C1)C=C)C1=CC=C(C=C1)C=C tris(4-vinylphenyl)phosphorus